C(C)N1C(N(C2=CC=3C(=NN=C(C3C=C21)N[C@H](C)C2=C(C(=CC=C2)C(F)F)F)C)C)=O 3-ethyl-1,8-dimethyl-5-[[(1R)-1-[3-(difluoromethyl)-2-fluoro-phenyl]ethyl]amino]imidazo[4,5-g]phthalazin-2-one